1-[[2-[2-fluoro-5-(trifluoromethoxy)phenyl]pyrrolo[3,2-c]pyridin-5-yl]methyl]benzotriazole FC1=C(C=C(C=C1)OC(F)(F)F)C1=CC2=CN(C=CC2=N1)CN1N=NC2=C1C=CC=C2